4-chloro-6,7-dimethyl-1,3-dihydro-pyrrolo[3,4-c]pyridine-2-carboxylic acid tert-butyl ester C(C)(C)(C)OC(=O)N1CC=2C(=NC(=C(C2C1)C)C)Cl